FC(C=1C=C(C=CC1)C1=NN=C(O1)NC(C1=CC(=CC=C1)I)=O)(F)F N-(5-(3-(trifluoromethyl)phenyl)-1,3,4-oxadiazol-2-yl)-3-iodobenzamide